C(\C=C\CC\C=C/CC)OC1=CC=C(C=C1)CCC(C)=O 4-(4-(((2E,6Z)-nona-2,6-dien-1-yl)oxy)phenyl)butan-2-one